5-amino-3-(4-bromophenyl)-1-(4,4-difluoro-1-methyl-pyrrolidine-3-yl)pyrazole-4-carbonitrile NC1=C(C(=NN1C1CN(CC1(F)F)C)C1=CC=C(C=C1)Br)C#N